2,2'-(4-((6-carboxypyridin-2-yl)methyl)-10-methyl-1,4,7,10-tetraazacyclododecane-1,7-diyl)diacetic acid C(=O)(O)C1=CC=CC(=N1)CN1CCN(CCN(CCN(CC1)CC(=O)O)C)CC(=O)O